ClC1=C(C=C(C=C1)N1C(=C(C=C1C)C(CN1C2[C@@H](CC1CC2)O)=O)C)F (±)-1-(1-(4-Chloro-3-fluorophenyl)-2,5-dimethyl-1H-pyrrol-3-yl)-2-((2R)-2-hydroxy-7-azabicyclo[2.2.1]heptan-7-yl)ethan-1-one